BrCC=CCOCC 1-bromo-4-ethoxybut-2-ene